N-[2-(5-Hydroxy-4-ethyl-1H-indol-3-yl)ethyl]acetamide OC=1C(=C2C(=CNC2=CC1)CCNC(C)=O)CC